7-chloro-1-(4-(trifluoro-methyl)-phenyl)-1H-indol-5-amine ClC=1C=C(C=C2C=CN(C12)C1=CC=C(C=C1)C(F)(F)F)N